1-(prop-2-yn-1-yl)-3-(p-tolyl)quinoxalin-2(1H)-one C(C#C)N1C(C(=NC2=CC=CC=C12)C1=CC=C(C=C1)C)=O